Methyl 4-[3-[2,6-dichloro-4-(2,3-dimethylpiperazin-1-yl)benzoyl]-2,4-dihydro-1,3-benzoxazin-8-yl]-5-fluoro-2-(3-oxa-8-azabicyclo[3.2.1]octan-8-yl)benzoate ClC1=C(C(=O)N2COC3=C(C2)C=CC=C3C3=CC(=C(C(=O)OC)C=C3F)N3C2COCC3CC2)C(=CC(=C1)N1C(C(NCC1)C)C)Cl